N-(2-hydroxyethyl)dioctadecylamine OCCN(CCCCCCCCCCCCCCCCCC)CCCCCCCCCCCCCCCCCC